C1=CC=CC=2C3=C(C(=CC=C3NC12)[2H])[2H] Carbazole-5,6-d2